OC1=CC=C(C=C1)C(=C(CC)C1=CC=C(C=C1)O)C1=CC=C(C=C1)N1CCN(CC1)CC=1C=C2C(N(C(C2=CC1F)=O)C1C(NC(CC1)=O)=O)=O 5-((4-(4-(1,2-bis(4-hydroxyphenyl)but-1-en-1-yl)phenyl)piperazin-1-yl)methyl)-2-(2,6-dioxopiperidin-3-yl)-6-fluoroisoindoline-1,3-dione